C(#N)C1=CC=CC(=N1)C(=O)NC=1C=CC(=NC1)C=1N=NN(C1NC(O[C@H](C)C=1C(=NC=CC1)Cl)=O)C (R)-1-(2-chloropyridin-3-yl)ethyl (4-(5-(6-cyano-picolinamido) pyridin-2-yl)-1-methyl-1H-1,2,3-triazol-5-yl)carbamate